(S)-2-methylbutyryl-CoA C[C@H](C(=O)SCCNC(CCNC([C@@H](C(COP(OP(OC[C@@H]1[C@H]([C@H]([C@@H](O1)N1C=NC=2C(N)=NC=NC12)O)OP(=O)(O)O)(=O)O)(=O)O)(C)C)O)=O)=O)CC